N-propyl-N'-(4-(isobutyl)aminocyclohepta[7,6-b]indol-7-yl)thiourea decanoate C(CCCCCCCCC)(=O)O.C(CC)NC(=S)NC1=CC2=NC3=C(C=CC=C3C2=CC=C1)NCC(C)C